3-fluoro(2-2H)quinolin FC=1C(=NC2=CC=CC=C2C1)[2H]